C1(CC1)C(=O)NC=1C(=C(N=NC1)C(=O)NC([2H])([2H])[2H])NC1=C(C(=CC(=C1)F)C1=NOC(=N1)CNS(=O)(=O)C)OC (cyclopropanecarboxamido)-4-((5-fluoro-2-methoxy-3-(5-((N-methylsulfonylamino)methyl)-1,2,4-oxadiazol-3-yl)phenyl)amino)-N-(methyl-d3)pyridazine-3-carboxamide